6-(2-cyclopropylacetamido)-4-[(3-methoxy-4-{5-[(N-methylmethanesulfonamido)methyl]-1,2,4-oxadiazol-3-yl}pyridin-2-yl)amino]-N-(2H3)methylpyridazine-3-carboxamide C1(CC1)CC(=O)NC1=CC(=C(N=N1)C(=O)NC([2H])([2H])[2H])NC1=NC=CC(=C1OC)C1=NOC(=N1)CN(S(=O)(=O)C)C